C(CCC)OCCOC(CCCCCCC\C=C/CCCCCCCC)=O oleic acid 2-butoxyethyl ester